COC1=C(C=CC=C1)N1CCN(CC1)C(=O)C1=CC=C(C=C1)S(=O)(=O)N1N=C(N=C1)C1=CC=C(C=C1)OC(F)(F)F (4-(2-methoxyphenyl)piperazin-1-yl)(4-((3-(4-(trifluoromethoxy)phenyl)-1H-1,2,4-triazol-1-yl)sulfonyl)phenyl)methanone